(3-methoxy-4-methoxyphenyl)acrylophenone COC=1C=C(C=CC1OC)C(C(=O)C1=CC=CC=C1)=C